C(C)(C)C1OCC(O1)CO 2-isopropyl-1,3-dioxolane-4-methanol